(E,Z)-4,7-tridecadienyl acetate C(C)(=O)OCCC\C=C\C\C=C/CCCCC